p-terphenyl-4,4'-dithiol C1(=CC=C(C=C1)S)C1=CCC(C=C1)(C1=CC=CC=C1)S